FC1(COC2=C1C=CC=C2[C@@H](C)NC2=NC(=NC1=C3C(=C(C=C21)C2(CCC(CC2)O)O)OCC3)C)F (1R,4R)-1-(4-(((R)-1-(3,3-difluoro-2,3-dihydrobenzofuran-7-yl)ethyl)amino)-2-methyl-8,9-dihydrofuro[2,3-h]quinazolin-6-yl)cyclohexane-1,4-diol